FC(C=1N=CC=2N(C1)C(=CN2)C2=NC=CC(=N2)SC)F 6-(difluoromethyl)-3-(4-(methylthio)pyrimidin-2-yl)imidazo[1,2-a]Pyrazine